allylterpyridine C(C=C)C=1C(=NC=CC1)C1=NC=CC=C1C1=NC=CC=C1